3-buten-1-yl-tin trichloride C(CC=C)[Sn](Cl)(Cl)Cl